C(#N)C1=C(SC2=C1C(=NC=C2F)C=2C1=C(C=3C=NC(=NC3C2F)N2[C@H]3[C@H]([C@@H](C2)C3)N(C)C)COC1)NC(OC(C)(C)C)=O tert-Butyl (3-cyano-4-(3-((1R,4R,5S)-5-(dimethylamino)-2-azabicyclo[2.1.1]hexan-2-yl)-5-fluoro-7,9-dihydrofuro[3,4-f]quinazolin-6-yl)-7-fluorothieno[3,2-c]pyridin-2-yl)carbamate